C(C)(C)(C)OC(=O)N1[C@@H]2[C@@H]([C@@H](C[C@H]1CC2)NC2=CN=C(N=N2)Cl)F (1S,2R,3R,5R)-3-((3-chloro-1,2,4-triazin-6-yl)amino)-2-fluoro-8-azabicyclo[3.2.1]octane-8-carboxylic acid tert-butyl ester